benzyl N-methyl-N-{[2-(tetramethyl-1,3,2-dioxaborolan-2-yl)phenyl]methyl}carbamate CN(C(OCC1=CC=CC=C1)=O)CC1=C(C=CC=C1)B1OC(C(O1)(C)C)(C)C